methyl-nitroveratryl alcohol CC(C1=CC(OC)=C(OC)C=C1)([N+](=O)[O-])O